ClC1=CC=C(C(=N1)C(=O)NS(=O)(=O)C)N[C@H](C)C=1C=CC=C2C(N(C(=NC12)N1CC=2N(N=CC2C1)C)C)=O (R)-6-chloro-3-((1-(3-methyl-2-(1-methyl-4,6-dihydropyrrolo[3,4-c]pyrazol-5(1H)-yl)-4-oxo-3,4-dihydroquinazolin-8-yl)ethyl)amino)-N-(methylsulfonyl)picolinamide